3-(4-(5-hydroxypent-1-en-1-yl)-1-carbonylisoindolin-2-yl)piperidine-2,6-dione OCCCC=CC1=C2CN(C(C2=CC=C1)=C=O)C1C(NC(CC1)=O)=O